C(CCCCCCCCC)N(CCCCCCCCCC)C(CCCC)=O (didecylamino)pentan-1-one